(Z)-6-((dimethyl((1-((2,7,8-trimethyl-2-(4,8,12-trimethyltridecyl)chroman-6-yl)oxy)octadec-9-en-1-yl)oxy)silyl)oxy)-N-methyl-N-(prop-2-yn-1-yl)hexan-1-amine C[Si](OCCCCCCN(CC#C)C)(OC(CCCCCCC\C=C/CCCCCCCC)OC=1C=C2CCC(OC2=C(C1C)C)(CCCC(CCCC(CCCC(C)C)C)C)C)C